cyclopentyl-(4-(2,3-difluoro-4-(1H-pyrazol-4-yl)Phenyl)piperidin-1-yl)methanone C1(CCCC1)C(=O)N1CCC(CC1)C1=C(C(=C(C=C1)C=1C=NNC1)F)F